methyl 5-(2-chloro-5-methoxy-phenyl)-3-(phenoxycarbonylamino)thiophene-2-carboxylate ClC1=C(C=C(C=C1)OC)C1=CC(=C(S1)C(=O)OC)NC(=O)OC1=CC=CC=C1